FC1=C(CCN2[C@@H]([C@H]([C@@H]([C@H](C2)O)O)O)CO)C=CC(=C1)F (2R,3R,4R,5S)-1-(2,4-difluorophenethyl)-2-(hydroxymethyl)piperidine-3,4,5-triol